FC1(CC(N(C1)C(CNC(CCCOC1=CC=CC=C1)=O)=O)C(=O)N)COC 4-fluoro-4-(methoxymethyl)-1-((4-phenoxybutyryl)glycyl)pyrrolidine-2-carboxamide